O.O.S(=O)(=O)(O)OS(=O)(=O)O.N(=NC(C)(C)C=1NCCN1)C(C)(C)C=1NCCN1 2,2'-azobis[2-(2-imidazoline-2-yl)propane] disulfate dihydrate